(3R)-1-(3-fluorophenyl)piperidin-3-amine FC=1C=C(C=CC1)N1C[C@@H](CCC1)N